C(C1=CC=CC=C1)OC(=O)N1C[C@@H](CC1)C(=O)O |r| (rac)-1-benzyloxycarbonylpyrrolidine-3-carboxylic acid